[Th].N1CC(C1)N(CCCCO)C 4-(azetidin-3-yl-(methyl)amino)butan-1-ol Thorium